ClC(C(=O)O)(Cl)Cl.OC1=CC=C(C=C1)C[C@@H](C(=O)N[C@H](C(=O)N[C@H](C(=O)O)CCC(C)(C)C)CC1=CSC=C1)NC(=O)[C@H]1NCCC1 (S)-2-((S)-2-((S)-3-(4-Hydroxyphenyl)-2-((S)-pyrrolidine-2-carboxamido)propanamido)-3-(thiophen-3-yl)propanamido)-5,5-dimethylhexanoic acid perchloroacetate